BrC(C(=O)OC)[C@@H]1CN(CC1)C(=O)OC(C)(C)C tert-Butyl (3S)-3-[1-bromo-2-methoxy-2-oxo-ethyl]pyrrolidine-1-carboxylate